NC1=C(C=CC=C1)NC(OC(C)(C)C)=O tert-butyl (2-amino-phenyl)carbamate